FC1=C(C=CC=C1C[C@@H]1N(CC[C@@H]1NS(=O)(=O)C)C(=O)C1(CCC1)O)C1=CC(=CC=C1)F N-((2S,3S)-2-((2,3'-difluorobiphenyl-3-yl)methyl)-1-((1-hydroxycyclobutyl)carbonyl)pyrrolidin-3-yl)methanesulfonamide